FC1=C(C2=C(C(=C(C(=C2C(=C1F)F)F)F)F)F)OB(O)O.C(CCCCCCCCCCCCCCCCC)N(C1=C(C=CC=C1)C)CCCCCCCCCCCCCCCCCC di(octadecyl)tolylamine (perfluoronaphthyl)borate